(1,2,3-thiadiazole-4-yl)methanol S1N=NC(=C1)CO